FC1=CC=2C=3N(C(=NC2C=C1)N[C@@H]1C(NCCC1)=O)N=C(N3)C3=CC(=CC=C3)OC (3S)-3-{[9-fluoro-2-(3-methoxyphenyl)[1,2,4]triazolo[1,5-c]quinazolin-5-yl]amino}piperidin-2-one